4-bromo-3-methyl-benzoic acid BrC1=C(C=C(C(=O)O)C=C1)C